BrC=1C=C(C=NC1)C(COC)NC(OC(C)(C)C)=O tert-butyl (1-(5-bromopyridin-3-yl)-2-methoxyethyl)carbamate